CO[Si](OC)(OC)CCC(CO)CO 2-[(trimethoxysilylmethyl)methyl]-1,3-propanediol